N-Ethyl-2-[4-[(E)-3-[4-(4-hydroxypiperidin-1-yl)phenyl]-3-oxoprop-1-enyl]phenoxy]acetamide C(C)NC(COC1=CC=C(C=C1)\C=C\C(=O)C1=CC=C(C=C1)N1CCC(CC1)O)=O